BrC1=NC(=NC(=C1)Br)SCCC 4,6-dibromo-2-propylsulfanylpyrimidine